4-(2-methoxyphenyl)-2-(1-phenyl-1H-pyrazol-3-yl)-2,3-dihydro-1H-pyrrolo[3,4-c]pyridin-1-one COC1=C(C=CC=C1)C1=NC=CC2=C1CN(C2=O)C2=NN(C=C2)C2=CC=CC=C2